3-(4-(dimethylamino)but-2-enamido)benzamide CN(CC=CC(=O)NC=1C=C(C(=O)N)C=CC1)C